(S) or (R)-methyl 2-[[1-[3-[(2,2-difluoro-1,3-benzodioxol-5-yl)-methyl-carbamoyl]phenyl]-3-(trifluoromethyl)-4,5,6,7-tetrahydroindazol-7-yl]oxy]pyridine-4-carboxylate FC1(OC2=C(O1)C=CC(=C2)N(C(=O)C=2C=C(C=CC2)N2N=C(C=1CCC[C@@H](C21)OC2=NC=CC(=C2)C(=O)OC)C(F)(F)F)C)F |o1:26|